[N+](=O)([O-])C=1C=C2C(N(C=NC2=CC1)CCC1=CC=NC=C1)=O 6-nitro-3-(2-(pyridin-4-yl)ethyl)quinazolin-4(3H)-one